The molecule is a 1,2-diacyl-sn-glycero-3-phosphocholine in which the 1- and 2-acyl groups are specified as octadecanoyl and penttadecanoyl respectively. It has a role as a mouse metabolite and a rat metabolite. It derives from an octadecanoic acid and a pentadecanoic acid. CCCCCCCCCCCCCCCCCC(=O)OC[C@H](COP(=O)([O-])OCC[N+](C)(C)C)OC(=O)CCCCCCCCCCCCCC